3-(bis(2-(dimethylamino)ethyl)amino)propane-1,2-diol CN(CCN(CC(CO)O)CCN(C)C)C